(3-nitrophenyl)imidazoline [N+](=O)([O-])C=1C=C(C=CC1)N1C=NCC1